zinc-iron-copper-nickel [Ni].[Cu].[Fe].[Zn]